NC12C(NC(C(CC1)C2)=O)=O 1-Amino-3-azabicyclo[3.2.1]octane-2,4-dione